1-N-hydroxy-2-N-(propan-2-yl)benzene-1,2-disulfonamide ONS(=O)(=O)C=1C(=CC=CC1)S(=O)(=O)NC(C)C